(cis-3-allyl-3-fluoro-4-methoxypiperidin-1-yl)-4-aminopyrimidine C(C=C)[C@@]1(CN(CC[C@H]1OC)C1=NC=CC(=N1)N)F